C(C)(=O)[O-].C(C)[N+]1=CC(=CC=C1)CCCC 1-Ethyl-3-butylpyridinium acetat